N-(1-(4-methoxyphenyl)ethyl)cyclopropanamine COC1=CC=C(C=C1)C(C)NC1CC1